lithium fluoro-malonate difluorophosphate P(=O)([O-])(F)F.FC(C(=O)O)C(=O)O.[Li+]